NCCC(CCC(CCN)O)O 1,8-diamino-3,6-octanediol